COC=1C=C(C(=CC1)NC)N 4-methoxy-N1-methyl-benzene-1,2-diamine